tert-butyl (2R,3S,4S)-4-[(tert-butoxycarbonyl)oxy]-2-{[4-(5-chlorothiophen-2-yl)phenyl]methyl}-3-hydroxypyrrolidine-1-carboxylate C(C)(C)(C)OC(=O)O[C@@H]1[C@H]([C@H](N(C1)C(=O)OC(C)(C)C)CC1=CC=C(C=C1)C=1SC(=CC1)Cl)O